C12(CC3CC(CC(C1)C3)C2)NC(C2=C(C=C(C=C2)C(F)(F)F)NS(=O)(=O)C2=CC=C(C=C2)S(=O)(=O)C)=O N-((3s,5s,7s)-adamantan-1-yl)-2-((4-(methylsulfonyl)phenyl)sulphonamido)-4-(trifluoromethyl)benzamide